1,15-dibromo-7-pentadecene BrCCCCCCC=CCCCCCCCBr